C1(CCCC1)C1=CC(=C(N1C1=CC=C(C#N)C=C1)C)C(CN1C2[C@@H](CC1CC2)O)=O (±)-4-(5-cyclopentyl-3-(2-((2R)-2-hydroxy-7-azabicyclo[2.2.1]heptan-7-yl)acetyl)-2-methyl-1H-pyrrol-1-yl)benzonitrile